C(C1=CC=CC=C1)N1N=C(N=C1)C(=O)N[C@@H]1C(N(C2=C(O[C@@H]1C)C=CC=N2)C)=O 1-benzyl-N-((2R,3S)-2,5-dimethyl-4-oxo-2,3,4,5-tetrahydro-pyrido[3,2-b][1,4]oxazepin-3-yl)-1H-1,2,4-triazole-3-carboxamide